N[C@@H]1C2=CC=CC=C2CC12CCN(CC2)C2=CC(=NC(=N2)N)C(=C)C2=NNCC2 (S)-6-(1-amino-1,3-dihydrospiro[indene-2,4'-piperidine]-1'-yl)-3-(1-(2-aminopyrimidin-4-yl)vinyl)-1,5-dihydro-4H-pyrazole